pyrido[2,3-b]pyrazine-7-carboxylic acid N1=C2C(=NC=C1)N=CC(=C2)C(=O)O